Cyclobutane-1-ol C1(CCC1)O